bis(1-ethyl-3-methylimidazole) (4-methoxycarbonylphenyl)phosphonate COC(=O)C1=CC=C(C=C1)P(O)(O)=O.C(C)N1CN(C=C1)C.C(C)N1CN(C=C1)C